5-(4-Bromo-2-fluoro-phenylamino)-imidazo[1,5-a]pyridine-6-carboxylic acid ((S)-2-hydroxy-propoxy)-amide O[C@H](CONC(=O)C=1C=CC=2N(C1NC1=C(C=C(C=C1)Br)F)C=NC2)C